pinyl borate B(OC12C(CCC(C1(C)C)C2)C)([O-])[O-]